1-(1-(6,7-difluoro-3-methyl-4-oxo-3,4-dihydrophthalazin-1-yl)ethyl)-1-isobutylurea FC=1C=C2C(N(N=C(C2=CC1F)C(C)N(C(=O)N)CC(C)C)C)=O